5,5-diphenyl-4,5-dihydroisoxazole C1(=CC=CC=C1)C1(CC=NO1)C1=CC=CC=C1